S-phenyl 3-sulfanylpropanethioate SCCC(SC1=CC=CC=C1)=O